FC=1C=C2[C@H](CCOC2=CC1)NC(=O)C1=CC2=C(N=C(S2)N2CCNCC2)C=C1 (S)-N-(6-fluorochroman-4-yl)-2-(piperazin-1-yl)benzo[d]thiazole-6-carboxamide